FC(CCC)(C(C(C(C(C(CCC)(F)F)(F)F)(F)F)(F)F)(F)F)F 4,4,5,5,6,6,7,7,8,8,9,9-dodecafluorododecane